7-((4-(4-hydroxy-4-methylpiperidin-1-yl)phenyl)amino)-2H-benzo[b][1,4]oxazin-3(4H)-one OC1(CCN(CC1)C1=CC=C(C=C1)NC=1C=CC2=C(OCC(N2)=O)C1)C